OC[C@]1(CN(CC1)C(C)(C)C1=NC=CC=C1)CCC1=C(C#N)C=CC=C1 (R)-2-(2-(3-(hydroxymethyl)-1-(2-(pyridin-2-yl)propan-2-yl)pyrrolidin-3-yl)ethyl)benzonitrile